ClC1=NC2=CC=C(C=C2C=C1)N[C@H]1CN(CC1)CC(=O)N1[C@@H](CCC1)C#N (2S)-1-[2-[(3R)-3-[(2-chloro-6-quinolinyl)amino]pyrrolidin-1-yl]acetyl]pyrrolidine-2-carbonitrile